Cl.CC(C(=O)C1=CC(=CC=C1)C)CN1CCCCC1 2-methyl-1-(3-methylphenyl)-3-(1-piperidinyl)-1-propanone hydrochloride